(E)-ethyl 3-(3-(3,5-bis(trifluoromethyl)phenyl)-1H-1,2,4-triazol-1-yl)-2-(pyrimidin-5-yl)acrylate FC(C=1C=C(C=C(C1)C(F)(F)F)C1=NN(C=N1)/C=C(/C(=O)OCC)\C=1C=NC=NC1)(F)F